C1(CCCCC1)S(=O)(=O)NC1CCC=2C(=CC=C(C12)F)C(=O)N (cyclohexanesulfonamido)-7-fluoro-2,3-dihydro-1H-indene-4-carboxamide